N1=CC(=CC=C1)C1=NN(C=N1)S(=O)(=O)C1=CC=C(C(=O)O)C=C1 4-[3-(pyridin-3-yl)-1H-1,2,4-triazole-1-sulfonyl]benzoic acid